FC(C=1C(NN=CC1N[C@H](COC([2H])([2H])C1=NN2C(C(N(CC2)C2=NC=C(C=N2)C(F)(F)F)([2H])[2H])=C1)C)=O)(F)F (S)-4-(trifluoromethyl)-5-((1-((5-(5-(trifluoromethyl)pyrimidin-2-yl)-4,5,6,7-tetrahydropyrazolo[1,5-a]pyrazin-2-yl-4,4-d2)methoxy-d2)propan-2-yl)amino)pyridazin-3(2H)-one